The molecule is a carboxamidinium ion that is the conjugate acid of 7-formamidino-7-deazaguanine, arising from selective protonation of the imino nitrogen; major species at pH 7.3. It is a conjugate acid of a 7-formamidino-7-deazaguanine. C1=C(C2=C(N1)N=C(NC2=O)N)C(=[NH2+])N